5-bromo-2-(1-methylpyrazol-3-yl)pyridine sodium ((5-((bis(2-hydroxyethyl)amino)methyl)-1,3-phenylene)bis(ethane-2,1-diyl))bis(phosphonate) OCCN(CCO)CC=1C=C(C=C(C1)CCP([O-])([O-])=O)CCP([O-])([O-])=O.[Na+].BrC=1C=CC(=NC1)C1=NN(C=C1)C.[Na+].[Na+].[Na+]